2-[2-oxo-2-(prop-2-yloxy)ethyl]-4-(trifluoromethyl)pyridine-3-carboxylic acid O=C(CC1=NC=CC(=C1C(=O)O)C(F)(F)F)OC(C)C